7-bromo-1-isopropyl-3,4-dihydropyrazino[2,3-b]pyrazin-2(1H)-one BrC1=CN=C2C(=N1)N(C(CN2)=O)C(C)C